4-(5-methyl-hexahydropyrrolo[3,4-c]pyrrol-2(1H)-yl)-aniline CN1CC2C(C1)CN(C2)C2=CC=C(N)C=C2